CC1=NC=2C(CC3(CC2C(N1)=O)OCCO3)(C)C 2',8',8'-tri(methyl)spiro[1,3-dioxolane-2,6'-5,7-dihydro-3H-quinazoline]-4'-one